5-fluoro-2-(((3S,4R)-3-hydroxytetrahydro-2H-pyran-4-yl)amino)-7-(4,4,4-trifluoro-2-methylbutan-2-yl)pyrrolo[2,1-f][1,2,4]triazine-6-carbonitrile FC=1C(=C(N2N=C(N=CC21)N[C@H]2[C@@H](COCC2)O)C(C)(CC(F)(F)F)C)C#N